2-[(3R)-3-methyl-[1,4'-bipiperidine]-1'-yl]-N-[(6-methylpyridin-3-yl)methyl]-1,3-thiazole-5-carboxamide C[C@H]1CN(CCC1)C1CCN(CC1)C=1SC(=CN1)C(=O)NCC=1C=NC(=CC1)C